2-(1-{bicyclo[1.1.1]pentan-1-yl}-6-[(tert-butoxy)carbonyl]-1H-1,3-benzodiazol-2-yl)-5-methoxy-1-methyl-6-oxo-1,6-dihydropyrimidine-4-carboxylic acid C12(CC(C1)C2)N2C(=NC1=C2C=C(C=C1)C(=O)OC(C)(C)C)C=1N(C(C(=C(N1)C(=O)O)OC)=O)C